tert-butyl 2-[4-(chlorosulfonyl)-3,5-dimethoxyphenyl]morpholine-4-carboxylate ClS(=O)(=O)C1=C(C=C(C=C1OC)C1CN(CCO1)C(=O)OC(C)(C)C)OC